C(N)(=N)C1=CC=C(OC2CCC(CC2)OC=2C=CC(=NC2)C(N)=N)C=C1 5-(((1s,4s)-4-(4-carbamimidoylphenoxy)cyclohexyl)oxy)picolinimidamide